FC=1C(=NC(=NC1)N[C@H]1[C@@H](COCC1)O)C=1C=C2C(=C(C=NC2=CC1)C(=O)O)C(C)C 6-(5-fluoro-2-(((3S,4R)-3-hydroxytetrahydro-2H-pyran-4-yl)amino)pyrimidin-4-yl)-4-isopropylquinoline-3-carboxylic acid